2-[5-(1-isocyano-2-naphthyl)-1-methyl-pyrazol-4-yl]-5-oxo-6H-pyrido[2,3-d]pyridazine-8-carbaldehyde [N+](#[C-])C1=C(C=CC2=CC=CC=C12)C1=C(C=NN1C)C=1C=CC2=C(C(=NNC2=O)C=O)N1